5-chloro-3-(2-(4-(2,4-difluorophenyl)piperazin-1-yl)-2-oxoethyl)-1H-indole-2-carboxylic acid ClC=1C=C2C(=C(NC2=CC1)C(=O)O)CC(=O)N1CCN(CC1)C1=C(C=C(C=C1)F)F